N-(2-(pyridin-2-yl)ethyl)-1,10-phenanthroline-2-amine N1=C(C=CC=C1)CCNC1=NC2=C3N=CC=CC3=CC=C2C=C1